FC=1C=C(CN2C(=NC=3C2=NC=CC3)CCC(=O)N[C@@H](C)C3=CC=C(C=C3)CN3CC(CC3)N(C)C)C=CC1F 3-[3-(3,4-Difluoro-benzyl)-3H-imidazo[4,5-b]pyridin-2-yl]-N-{(S)-1-[4-(3-dimethylamino-pyrrolidin-1-ylmethyl)-phenyl]-ethyl}-propionamide